3-chloro-4-cyclopropyl-5-(8-fluoro-2-(((2R,7aS)-2-fluorotetrahydro-1H-pyrrolizin-7a(5H)-yl)methoxy)-4-(2-oxa-6,9-diazaspiro[4.5]decan-9-yl)pyrido[4,3-d]pyrimidin-7-yl)phenol ClC=1C=C(C=C(C1C1CC1)C1=C(C=2N=C(N=C(C2C=N1)N1CCNC2(CCOC2)C1)OC[C@]12CCCN2C[C@@H](C1)F)F)O